COC(=O)C1=NC=CC(=C1)NC(=O)[C@@H]1O[C@]([C@H]([C@H]1C=1C(=NC(=CC1)C(F)F)OC)C)(C(F)(F)F)C |r| rac-(2r,3s,4s,5r)-4-[[3-[6-(difluoromethyl)-2-methoxy-3-pyridinyl]-4,5-dimethyl-5-(trifluoromethyl)tetrahydrofuran-2-carbonyl]amino]pyridine-2-carboxylic acid methyl ester